(4-fluorophenyl)ethan-1-amine FC1=CC=C(C=C1)C(C)N